FC1=CC=C(CN2N=C(C=3CN(CC(C32)C)C(=O)C=3NC=CC3)C(=O)NC3=CC=C2C=CNC2=C3)C=C1 1-(4-fluorobenzyl)-N-(indol-6-yl)-7-methyl-5-(1H-pyrrole-2-carbonyl)-4,5,6,7-tetrahydro-1H-pyrazolo[4,3-c]pyridine-3-carboxamide